C(=C)[Si](OOC(C)(C)C)(OOC(C)(C)C)OOC(C)(C)C vinyltris-(t-butylperoxy)silane